(S)-5-nitro-6-(((tetrahydrofuran-2-yl)methyl)amino)nicotinonitrile [N+](=O)([O-])C=1C(=NC=C(C#N)C1)NC[C@H]1OCCC1